4-(6-(1-(benzo[d][1,3]dioxol-5-yl)naphthalen-4-yloxy)hexyl)morpholine hydrochloride Cl.O1COC2=C1C=CC(=C2)C2=CC=C(C1=CC=CC=C21)OCCCCCCN2CCOCC2